5-[[(7R)-3-cyclopropyl-5-[(2-fluoro-2-methylpropyl)sulfamoyl]-7,8-dihydro-6H-cyclopenta[g]isoquinolin-7-yl]amino]pyridine-2-carboxamide C1(CC1)C=1N=CC2=CC3=C(C(=C2C1)S(NCC(C)(C)F)(=O)=O)C[C@@H](C3)NC=3C=CC(=NC3)C(=O)N